FC=1C=C(C(=NC1)N1CCCCC1)[N+](=O)[O-] 5-fluoro-2-(piperidin-1-yl)-3-nitropyridine